5-(1-adamantyloxymethyloxycarbonyl)-7-oxo-bicyclo[2.2.1]Hept-2-ene C12(CC3CC(CC(C1)C3)C2)OCOC(=O)C2C3C=CC(C2)C3=O